(R)-N-((S)-1,3-dihydrospiro[inden-2,4'-piperidin]-1-yl)-2-methylpropane-2-sulfinamide trifluoroacetate FC(C(=O)O)(F)F.N1CCC2(CC1)[C@@H](C1=CC=CC=C1C2)N[S@](=O)C(C)(C)C